O=C1NC(CCC1N1CC2=CC=C(C=C2C1=O)S(=O)(=NC(C)C)F)=O 2-(2,6-dioxopiperidin-3-yl)-N-isopropyl-3-oxoisoindoline-5-sulfonimidoyl fluoride